ClC1=NC2=CC(=C(C=C2N=C1Cl)F)F 2,3-dichloro-6,7-difluoroquinoxaline